O[C@@H]1[C@@](N(CC1)C(=O)C1=CC(=C2N1CCC1=CC(=C(C=C21)C=2N=NN(N2)C)OC)CCC)(C#N)C |o1:1,2| rel-(2S,3S)-3-hydroxy-1-[8-methoxy-9-(2-methyltetrazol-5-yl)-1-propyl-5,6-dihydropyrrolo[2,1-a]isoquinoline-3-carbonyl]-2-methyl-pyrrolidine-2-carbonitrile